diethyl 3-((4-methoxycarbonylphenyl) ethynyl)-1H-pyrrole-2,4-dicarboxylate COC(=O)C1=CC=C(C=C1)C#CC1=C(NC=C1C(=O)OCC)C(=O)OCC